2-(5-((Bis(4-methoxyphenyl)(phenyl)methoxy)methyl)-3-(thiazol-5-yl)-1H-1,2,4-triazol-1-yl)ethyl (2-cyanoethyl) diisopropylphosphoramidite C(C)(C)N(P(OCCN1N=C(N=C1COC(C1=CC=CC=C1)(C1=CC=C(C=C1)OC)C1=CC=C(C=C1)OC)C1=CN=CS1)OCCC#N)C(C)C